1-Phenylpropyl-2-methyl-benzo[d]imidazole C1(=CC=CC=C1)C(CC)C1=CC=CC=2N=C(NC21)C